FC1=CC=C2C(=NN(C2=C1C)C=1C=NC(=CC1)F)I 6-fluoro-1-(6-fluoropyridin-3-yl)-3-iodo-7-methyl-1H-indazole